tert-butyl [3-(4-{[(2R)-1-(trifluoromethoxy)propan-2-yl]amino}-1H-pyrazol-1-yl)bicyclo[1.1.1]pentan-1-yl]carbamate FC(OC[C@@H](C)NC=1C=NN(C1)C12CC(C1)(C2)NC(OC(C)(C)C)=O)(F)F